tert-Butyl (1S,4S)-5-(4-((3-chloro-4-ethoxy-2-fluorophenyl)amino)pyrido[3,2-d]pyrimidin-6-yl)-2,5-diazabicyclo[2.2.1]heptane-2-carboxylate ClC=1C(=C(C=CC1OCC)NC=1C2=C(N=CN1)C=CC(=N2)N2[C@@H]1CN([C@H](C2)C1)C(=O)OC(C)(C)C)F